2-(Exo-3-amino-8-azabicyclo[3.2.1]oct-8-yl)-5-(4-chloro-2-ethyl-2H-indazol-5-yl)-3-methyl-3,7-dihydro-4H-pyrrolo[2,3-d]pyrimidin-4-one NC1CC2CCC(C1)N2C=2N(C(C1=C(N2)NC=C1C1=C(C2=CN(N=C2C=C1)CC)Cl)=O)C